trifluoromethyl-4-bromostyrene FC(F)(F)C=CC1=CC=C(C=C1)Br